FC=1C=C(C=CC1F)[C@H]1[C@@H](CN(C1)[C@@H](C(F)(F)F)COC)NC(N)=O 3-((3S,4R)-4-(3,4-difluorophenyl)-1-((R)-1,1,1-trifluoro-3-methoxypropan-2-yl)pyrrolidin-3-yl)urea